N-(5-fluoro-2-(2,6-diazaspiro[3.4]oct-6-yl)pyrimidin-4-yl)-1H-indazol-5-amine FC=1C(=NC(=NC1)N1CC2(CNC2)CC1)NC=1C=C2C=NNC2=CC1